C(=O)(OCC1=CC=CC=C1)NCCCCCCO N-cbz-1-amino-6-hexanol